CC=1C=2N(C=C(N1)C)N=C(C2)C2=NC1=CC=C(C=C1C(N2)=O)C2CCN(CC2)C 2-(4,6-Dimethylpyrazolo[1,5-a]pyrazin-2-yl)-6-(1-methylpiperidin-4-yl)quinazolin-4(3H)-one